1-butyl-2,3-dimethyl-imidazolium tetrafluoroborate F[B-](F)(F)F.C(CCC)N1C(=[N+](C=C1)C)C